15-chloro-22-fluoro-16-hydroxy-18,18-dioxo-8,11-dioxa-18λ6-thia-19-azatetracyclo[18.3.1.113,17.02,7]pentacosa-1(23),2(7),3,5,13,15,17(25),20(24),21-nonaen-12-one ClC=1C=C2C(OCCOC=3C=CC=CC3C3=CC(=CC(NS(C(C1O)=C2)(=O)=O)=C3)F)=O